tert-butyl 2-(5-fluoro-2-(4-(4-methylpiperidin-1-yl)-3-nitrobenzamido) phenyl)acetate FC=1C=CC(=C(C1)CC(=O)OC(C)(C)C)NC(C1=CC(=C(C=C1)N1CCC(CC1)C)[N+](=O)[O-])=O